C[C@H](C[C@H](C)O)O meso-2,4-pentanediol